C1(CCC1)N1N=C(C(=C1NC(CC(C(F)(F)F)(C)C)=O)C)C1(CC(C1)(F)F)C N-(1-cyclobutyl-3-(3,3-difluoro-1-methylcyclobutyl)-4-methyl-1H-pyrazol-5-yl)-4,4,4-trifluoro-3,3-dimethylbutanamide